decane-1,3-diol C(CC(CCCCCCC)O)O